C(C=CC=CC=CC=CC=CC=CCCCCCCCCC)(=O)N(C(CCCC)=O)OC(C1=C(C=CC=C1)OC(C)=O)=O 2-acetoxy-benzoic acid-(docosahexenoyl-5-pentanoylamino) ester